methyl (E)-4-(2-(2-(N-(1-(1-(naphthalen-1-yl)ethyl)piperidin-4-yl)propionamido)acetamido)acetamido)but-2-enoate C1(=CC=CC2=CC=CC=C12)C(C)N1CCC(CC1)N(C(CC)=O)CC(=O)NCC(=O)NC/C=C/C(=O)OC